1-nonyl-1-butylpyrrolidinium fluoride [F-].C(CCCCCCCC)[N+]1(CCCC1)CCCC